ClC=1C=2C(N=C3N(C2C=CC1)C1=CC(=CC=C1C3(C)C)N3CCN(CC3)CC3CCC(CC3)CO)=O 4-chloro-10-(4-(((1s,4s)-4-(hydroxymethyl)cyclohexyl)methyl)piperazin-1-yl)-7,7-dimethylindolo[1,2-a]quinazolin-5(7H)-one